(S)-4-methyl-N-((S)-1-(((S)-4-methyl-1-((R)-2-methyloxiran-2-yl)-1-oxopent-2-yl)amino)-1-oxo-3-phenylpropan-2-yl)-2-((S)-2-(2-(N-morpholinyl)acetamido)-4-phenylbutanamido)pentanamide CC(C[C@@H](C(=O)N[C@H](C(=O)N[C@H](C(=O)[C@@]1(OC1)C)CC(C)C)CC1=CC=CC=C1)NC([C@H](CCC1=CC=CC=C1)NC(CN1CCOCC1)=O)=O)C